CC1=C(C=CC(C1)(Br)C)NN 2,4-dimethyl-p-bromophenylhydrazine